tert-Butyl ((1-(5-((4-chloro-2-methyl-2H-indazole-5-yl)thio)-1-methyl-6-oxo-1,6-dihydropyrimidin-2-yl)-4-methylpiperidin-4-yl)methyl)carbamate ClC=1C2=CN(N=C2C=CC1SC1=CN=C(N(C1=O)C)N1CCC(CC1)(C)CNC(OC(C)(C)C)=O)C